6-(3-methoxybenzyl)-4-methyl-2-(phenylsulfinyl)-4,6-dihydro-5H-thiazolo[5',4':4,5]pyrrolo[2,3-d]pyridazin-5-one COC=1C=C(CN2N=CC3=C(C2=O)N(C2=C3SC(=N2)S(=O)C2=CC=CC=C2)C)C=CC1